OC(COC1=CC=2N(C(=C1)C=1C=NC(=CC1)N1CCC(CC1)OC1=NC=CC=C1)C(=CN2)C#N)(C)C 7-(2-hydroxy-2-methylpropoxy)-5-(6-(4-(pyridin-2-yloxy)piperidin-1-yl)pyridin-3-yl)imidazo[1,2-a]pyridine-3-carbonitrile